2,4,6-trimethylbenzamide CC1=C(C(=O)N)C(=CC(=C1)C)C